N5-((S)-3,3-difluorocyclopentyl)-N2-methyl-3-((S)-1-phenylethoxy)-1H-pyrrole-2,5-dicarboxamide FC1(C[C@H](CC1)NC(=O)C1=CC(=C(N1)C(=O)NC)O[C@@H](C)C1=CC=CC=C1)F